AcryloxyEthyl-Benzophenone C(C=C)(=O)OCCC1=C(C(=O)C2=CC=CC=C2)C=CC=C1